ClC=1C=C2C(C(N(C2=CC1)CC(CN1N=NC(=C1)COC1=C(C=CC=C1)C(\C=C\C1=CC=C(C=C1)OC)=O)O)=O)=O 5-Chloro-1-[2-hydroxy-3-[4-[[2-[(E)-3-(4-methoxyphenyl)prop-2-enoyl]phenoxy]methyl]triazol-1-yl]propyl]indole-2,3-dione